4-((7-amino-2-(furan-2-yl)-[1,2,4]triazolo[1,5-a][1,3,5]triazin-5-yl)-L-prolyl)-N-(m-tolyl)piperazine-1-carboxamide NC1=NC(=NC=2N1N=C(N2)C=2OC=CC2)N2[C@@H](CCC2)C(=O)N2CCN(CC2)C(=O)NC=2C=C(C=CC2)C